ethyl-1,3-hexanediol CCCC(CC(CC)O)O